FC1=C(C#N)C=CC=C1COCC[Si](C)(C)C 2-fluoro-3-(2-trimethylsilylethoxymethyl)benzonitrile